benzyl (2-(1H-imidazol-2-yl)propan-2-yl)carbamate N1C(=NC=C1)C(C)(C)NC(OCC1=CC=CC=C1)=O